tert-butyl (1R,5S,7S)-7-amino-3-azabicyclo[3.3.2]decane-3-carboxylate NC1C[C@H]2CN(C[C@@H](C1)CC2)C(=O)OC(C)(C)C